(S)-N,N-dimethyl-4-(6-((9-oxo-6a,7,8,9-tetrahydro-6H-pyrido-[2,3-b]pyrrolo[1,2-d]-[1,4]oxazin-2-yl)-amino)pyridin-3-yl)-benzamide CN(C(C1=CC=C(C=C1)C=1C=NC(=CC1)NC1=CC2=C(OC[C@H]3N2C(CC3)=O)N=C1)=O)C